5-{[6-fluoro-7-(8-methyl-2,3-dihydro-1H-pyrido[2,3-b][1,4]oxazin-7-yl)quinazolin-2-yl]amino}-2-(2-hydroxy-2-methylpropyl)-2,3-dihydro-1H-isoindol-1-one FC=1C=C2C=NC(=NC2=CC1C1=C(C2=C(OCCN2)N=C1)C)NC=1C=C2CN(C(C2=CC1)=O)CC(C)(C)O